C(C)N(CC)[SiH2]N(CC)CC N-(diethylaminosilyl)-N-ethylethylamine